C1(CC1)C=1C=CC(=C(C1)NC(=O)N1C[C@](CC1)(C1=NC=NS1)C1=CC(=C(C=C1)C)F)S(NC)(=O)=O |o1:14| (R or S)-N-(5-cyclopropyl-2-(N-methylsulfamoyl)phenyl)-3-(3-fluoro-4-methylphenyl)-3-(1,2,4-thiadiazol-5-yl)pyrrolidine-1-carboxamide